C(C1=CC=CC=C1)N1CCNC2(CCOC2)C1 9-benzyl-2-oxa-6,9-diazaspiro[4.5]decane